COCCOC=1C=C(CN(C=2SC=C(N2)COCCOCCOC2=CC(=CC=C2)OC)CC2=CC(=CC=C2)OCCOC)C=CC1 N,N-bis(3-(2-methoxyethoxy)benzyl)-4-((2-(2-(3-methoxyphenoxy)ethoxy)ethoxy)methyl)thiazol-2-amine